3-Cyano-2,6-dimethyl-N-(1-(1-methyl-1H-pyrazol-4-yl)-1H-indazol-6-yl)benzamide C(#N)C=1C(=C(C(=O)NC2=CC=C3C=NN(C3=C2)C=2C=NN(C2)C)C(=CC1)C)C